ClC=1C=CC=C2C=C(NC12)C(=O)N(C1CCOCC1)C 7-chloro-N-methyl-N-(oxan-4-yl)-1H-indole-2-carboxamide